(4-chloro-6-fluoropyrimidin-5-yl)boric acid ClC1=NC=NC(=C1OB(O)O)F